2,2'-methylenebis(4,6-di-tert-butylphenol) C(C1=C(C(=CC(=C1)C(C)(C)C)C(C)(C)C)O)C1=C(C(=CC(=C1)C(C)(C)C)C(C)(C)C)O